COCCS(=O)(=O)Cl 2-methoxyethane-1-sulfonyl chloride